C(C)(C)OC(=O)[C@@H]1C[C@H](CCC1)OC=1C(=NC(=NC1)Cl)CC (1s,3s)-3-((2-chloro-4-ethylpyrimidin-5-yl)oxy)cyclohexane-1-carboxylic acid isopropyl ester